Cl.C(C)N=C=NCCCN(C)C N-ethyl-N'-(3-dimethylaminopropyl)-carbodiimide hydrochloride